ClC=1C=C(C=CC1)S(=O)(=O)NC1=C(C(=CC=C1)Cl)Cl 3-chloro-N-(2,3-dichlorophenyl)benzenesulfonamide